(((((2S,3S,4R,5R)-5-(6-chloro-4-((cyclopropylmethyl)(methyl)amino)-1H-pyrazolo[3,4-d]pyrimidin-1-yl)-3,4-dihydroxytetrahydrofuran-2-yl)methyl)sulfonyl)methyl)phosphonic acid ClC1=NC(=C2C(=N1)N(N=C2)[C@H]2[C@@H]([C@@H]([C@H](O2)CS(=O)(=O)CP(O)(O)=O)O)O)N(C)CC2CC2